N,4-dimethylthiophene-3-carboxamide CNC(=O)C1=CSC=C1C